fluoromandelic acid FC(C(=O)O)(O)C1=CC=CC=C1